N1=C(SC2=C1C1=C(C=C2)OCC1)N1C(N[C@@H]2[C@H]1CN(CC2)CC#N)=O [(3aR,7aS)-3-(7,8-dihydrofuro[3,2-e][1,3]benzothiazol-2-yl)-2-oxooctahydro-5H-imidazo[4,5-c]pyridin-5-yl]acetonitrile